OCCCCCCCCC1(CCOCC1)C(=O)OC(C)(C)C tert-Butyl 4-(8-hydroxyoctyl)-4-oxanecarboxylate